2-(5-ethyl-2-(2-methoxypyridin-4-yl)-7-oxo-6-(piperazin-1-yl)-[1,2,4]triazolo[1,5-a]pyrimidin-4(7H)-yl)-N-(3-(trifluoromethyl)bicyclo[1.1.1]pentan-1-yl)acetamide hydrochloride Cl.C(C)C=1N(C=2N(C(C1N1CCNCC1)=O)N=C(N2)C2=CC(=NC=C2)OC)CC(=O)NC21CC(C2)(C1)C(F)(F)F